N1C(C=CC1)C(=O)[O-] 2,5-dihydro-1H-pyrrole-2-carboxylate